cyclopentyl-zinc bromide [Br-].C1(CCCC1)[Zn+]